FC1(CCC(CC1)[C@@H](C(=O)NC1=CC=C(C=C1)C=1C(=NNC1C)C)NC(=O)C1(CC1)F)F N-[(1S)-1-(4,4-difluorocyclohexyl)-2-[4-(3,5-dimethyl-1H-pyrazol-4-yl)anilino]-2-oxo-ethyl]-1-fluoro-cyclopropanecarboxamide